benzyl ((3-(5-((3-(3-chloro-4-methylphenyl)ureido)methyl)-1-oxoisoindolin-2-yl)-2,6-dioxopiperidin-1-yl)methyl) ethane-1,2-diylbis(methylcarbamate) C(CN(C(OCN1C(C(CCC1=O)N1C(C2=CC=C(C=C2C1)CNC(=O)NC1=CC(=C(C=C1)C)Cl)=O)=O)=O)C)N(C(OCC1=CC=CC=C1)=O)C